NC1=NC=C(C(=N1)Cl)C#CC1CCN(CC1)C(=O)OC(C)(C)C tert-butyl 4-((2-amino-4-chloropyrimidin-5-yl)ethynyl)piperidine-1-carboxylate